C(C)C1=C(C=C(C(=C1N)CC)C)N 2,4-diethyl-5-methylbenzene-1,3-diamine